5-(4-(1-((5-(2-chloropyrimidin-5-yl)thiazolo[5,4-b]pyridin-2-yl)oxy)ethyl)piperidin-1-yl)-3-isopropyl-1,2,4-oxadiazoleN ClC1=NC=C(C=N1)C1=CC=C2C(=N1)SC(=N2)OC(C)C2CCN(CC2)C2NC(=NO2)C(C)C